2-hydroxy-N-(5-{1-[4-(trifluoromethyl)phenyl]-1H-pyrazol-4-yl}-1H-indol-3-yl)butanamide OC(C(=O)NC1=CNC2=CC=C(C=C12)C=1C=NN(C1)C1=CC=C(C=C1)C(F)(F)F)CC